1-(2-iodophenyl)-trans-1-hexene IC1=C(C=CC=C1)\C=C\CCCC